tert-butyl 8-[2-(4-pyridyl)-6-vinyl-pyrido[3,4-d]pyrimidin-4-yl]-2,8-diazaspiro[4.5]decane-2-carboxylate N1=CC=C(C=C1)C=1N=C(C2=C(N1)C=NC(=C2)C=C)N2CCC1(CCN(C1)C(=O)OC(C)(C)C)CC2